ClCCCC(C#CCOC1=CC=C(C=C1)C1C(N(C(CC1)=O)C(=O)OC(C)(C)C)=O)(C)O tert-Butyl 3-(4-((7-chloro-4-hydroxy-4-methylhept-2-yn-1-yl)oxy)phenyl)-2,6-dioxopiperidine-1-carboxylate